COCCOC1C(CNCC1)O 4-(2-methoxyethoxy)piperidin-3-ol